C(C)(=O)C1=C2C=CC(NC2=C(C=C1)OCC1=CC=CC=C1)=O 5-acetyl-8-benzyloxy-(1H)-quinolin-2-one